CC1(C2=C(NC(O1)=O)C=CC(=C2)C=2N=NN(C2NC(O[C@H](C)C=2C(=NC=CC2)F)=O)C)C (R)-1-(2-fluoropyridin-3-yl)ethyl (4-(4,4-dimethyl-2-oxo-1,4-dihydro-2H-benzo[d][1,3]oxazin-6-yl)-1-methyl-1H-1,2,3-triazol-5-yl)carbamate